NCC1=CC=C(C=C1)B(O)O 4-(aminomethyl)phenylboronic acid